N-(3-((1R,4R)-5-methyl-2,5-diazabicyclo[2.2.1]heptan-2-yl)-5-(methylsulfonyl)phenyl)-4-((S)-3-phenylisoxazolidin-2-yl)-5-(trifluoromethyl)pyrimidin-2-amine CN1[C@H]2CN([C@@H](C1)C2)C=2C=C(C=C(C2)S(=O)(=O)C)NC2=NC=C(C(=N2)N2OCC[C@H]2C2=CC=CC=C2)C(F)(F)F